2-[1-[1-(2,6-dioxo-3-piperidyl)-3-methyl-2-oxo-benzimidazol-4-yl]-4-piperidyl]acetaldehyde O=C1NC(CCC1N1C(N(C2=C1C=CC=C2N2CCC(CC2)CC=O)C)=O)=O